ClC=1C(=CC(=C(C1)NC1=NC=C(C(=N1)NC1=CC2=C(CCO2)C=C1N(S(=O)(=O)C)C)F)OC)N1CCC(CC1)N1CCN(CC1)C N-(6-((2-((5-chloro-2-methoxy-4-(4-(4-methylpiperazin-1-yl)piperidin-1-yl)phenyl)amino)-5-fluoropyrimidin-4-yl)amino)-2,3-dihydrobenzofuran-5-yl)-N-methylmethanesulfonamide